COC(=O)C1C2CCC(C1NC1=NC(=NC(=C1F)C=1OC=CC1)Cl)CC2 (+/-)-trans-3-((2-chloro-5-fluoro-6-(furan-2-yl)pyrimidin-4-yl)amino)bicyclo[2.2.2]Octane-2-carboxylic acid methyl ester